C(C(=C)C)(=O)OCC12C3(CCC(C2CCC1)C3)COC(C(=C)C)=O Bis(methacryloyloxymethyl)-tricyclo[5.2.1.02,6]decan